N1N=C(C2=CC=CC=C12)NCC1=CC=C(C(=O)N2CCN(CC2)C(=O)C=2C=C(C(=O)NO)C=CC2)C=C1 3-(4-(4-(((1H-indazol-3-yl)amino)methyl)benzoyl)piperazine-1-carbonyl)-N-hydroxybenzoamide